tert-Butyl (2S,3'R)-2-(methoxymethyl)-[1,3'-bipyrrolidine]-1'-carboxylate COC[C@H]1N(CCC1)[C@H]1CN(CC1)C(=O)OC(C)(C)C